ClC1=C(C(=C(N=N1)N)Cl)Cl trichloropyridazineamine